N[C@H](C(=O)O)CC=1N(C(C=CC1)=O)C (S)-2-amino-3-(1-methyl-6-oxo-1,6-dihydropyridin-2-yl)propanoic acid